BrC=1C=C(SC1)C1(CC1)C=1NC(C2=C(N1)CCN(C2)C(=O)OC(C)(C)C)=O tert-butyl 2-(1-(4-bromothiophen-2-yl)cyclopropyl)-4-oxo-3,5,7,8-tetrahydropyrido[4,3-d]pyrimidine-6(4H)-carboxylate